N2,N2,N6,N6-tetrakis(2-methoxyethyl)-4-(4-methoxypiperidin-1-yl)-8-(4-(4-methylpyrimidin-2-yl)piperazin-1-yl)pyrimido[5,4-d]pyrimidine-2,6-diamine COCCN(C=1N=C(C2=C(N1)C(=NC(=N2)N(CCOC)CCOC)N2CCN(CC2)C2=NC=CC(=N2)C)N2CCC(CC2)OC)CCOC